(4-bromo-2-(difluoromethyl)-5-fluorophenyl)-6-chloropyrazolo[1,5-a]pyridine-3-sulfonamide BrC1=CC(=C(C=C1F)C1=NN2C(C=CC(=C2)Cl)=C1S(=O)(=O)N)C(F)F